1,6-dihydropyridine-3-carbonitrile N1C=C(C=CC1)C#N